[Si](C1=CC=CC=C1)(C1=CC=CC=C1)(C(C)(C)C)OCC[N@]1C(C1)C(=O)O (S)-1-(2-((tert-butyldiphenylsilyl)oxy)ethyl)aziridine-2-carboxylic acid